tert-butyl 4-[2-(3,5-dimethylphenoxy)acetyl]piperazine-1-carboxylate CC=1C=C(OCC(=O)N2CCN(CC2)C(=O)OC(C)(C)C)C=C(C1)C